ClC=1C=2N(C=C(C1)C(=O)O)C=C(N2)C2CCOCC2 8-chloro-2-(tetrahydro-2H-pyran-4-yl)imidazo[1,2-a]pyridine-6-carboxylic acid